6-amino-7-chloro-1-[(1S)-1-(5-chloro-2-fluorophenyl)ethyl]quinoxalin-2-one NC=1C=C2N=CC(N(C2=CC1Cl)[C@@H](C)C1=C(C=CC(=C1)Cl)F)=O